(Z)-2-pinanol C12C(CCC(C1(C)C)C2)(C)O